C1(CC(C(CC1)C(C)C)C(C(=O)O)CC(=O)O)C.C1(CC(C(CC1)C(C)C)OC(CCCC(=O)O)=O)C.SCC[Si](OCC)(OCC)OCC 2-mercapto-1-ethyltriethoxysilane (-)-menthyl-glutarate (-)-menthyl-succinate